[Li].CC1(NC(CCC1)(C)C)C (2,2,6,6-Tetramethylpiperidine) lithium salt